BrC1=NN(C(=C1C(=O)NC=1SC2=C(N1)C=1C=CC(=CC1OC2(CC)CC)C(F)(F)F)Br)C 3,5-dibromo-N-(4,4-diethyl-7-(trifluoromethyl)-4H-chromeno[4,3-d]thiazol-2-yl)-1-methyl-1H-pyrazole-4-carboxamide